ethyl (3-oxo-propionate) O=CCC(=O)OCC